NC=1C2=C(N=CN1)N(C=C2)[C@H]2C([C@@]1([C@H](O2)C(CC1)=C)O)O (2r,3as,6ar)-2-(4-amino-7H-pyrrolo[2,3-d]pyrimidin-7-yl)-6-methylenehexahydro-2H-cyclopenta[b]furan-3,3a-diol